N-(tert-butoxycarbonyl)-O-((R)-1,1,1-trifluoropropan-2-yl)-L-threonine C(C)(C)(C)OC(=O)N[C@@H]([C@H](O[C@@H](C(F)(F)F)C)C)C(=O)O